N12CCCC(O1)C2 6-oxa-azabicyclo[3.1.1]heptane